C(C)(=O)O.OOCCCCCCCCCCCC dodecyl hydroxy ether acetate